N-[amino-(6-amino-2-pyridyl)-oxo-λ6-sulfanylidene]-6-tert-butyl-2-(2,4,6-trimethylphenoxy)pyridine-3-carboxamide NS(=NC(=O)C=1C(=NC(=CC1)C(C)(C)C)OC1=C(C=C(C=C1C)C)C)(=O)C1=NC(=CC=C1)N